C1(CCCC1)S(=O)(=O)C=1C=C(C(=O)O)C=CC1 3-(cyclopentanesulfonyl)benzoic acid